N-(6-(2,6-difluoro-3-(4-fluoro-3-(trifluoromethyl)phenylsulfonamido)phenyl)quinazolin-2-yl)pivalamide FC1=C(C(=CC=C1NS(=O)(=O)C1=CC(=C(C=C1)F)C(F)(F)F)F)C=1C=C2C=NC(=NC2=CC1)NC(C(C)(C)C)=O